(R)-5-(((4-(3-chloro-4-(2-chloro-3-(8-chloro-6-(((2-hydroxyethyl)amino)methyl)-5-methoxyquinolin-2-yl)phenyl)pyridin-2-yl)-2-methoxybenzyl)amino)methyl)pyrrolidin-2-one ClC=1C(=NC=CC1C1=C(C(=CC=C1)C1=NC2=C(C=C(C(=C2C=C1)OC)CNCCO)Cl)Cl)C1=CC(=C(CNC[C@H]2CCC(N2)=O)C=C1)OC